NC1=NC2=C(C=3N1N=C(N3)C=3OC=CC3)SC(N2CCN2CCN(CC2)C2=C(C=C(C=C2)[S@@](=O)C)F)=O (S)-5-amino-3-(2-(4-(2-fluoro-4-(methyl-sulfinyl)phenyl)piperazin-1-yl)ethyl)-8-(furan-2-yl)thiazolo[5,4-e][1,2,4]triazolo[1,5-c]pyrimidin-2(3H)-one